NC=1N=CC(=NC1OC(C)C1=C(C(=CC=C1Cl)F)Cl)C=1C=C(C=CC1)C(=O)N1[C@@H](CCC1)CN1CCCC1 (3-{5-amino-6-[1-(2,6-dichloro-3-fluoro-phenyl)-ethoxy]-pyrazin-2-yl}-phenyl)-[(2S)-2-pyrrolidin-1-ylmethyl-pyrrolidin-1-yl]-methanone